4-Methyl-N-((3-methylpyrazin-2-yl)methyl)thiazole-2-carboxamide CC=1N=C(SC1)C(=O)NCC1=NC=CN=C1C